C(C=C)C1([C@H](N(CC1O)C(=O)[O-])C(=O)[O-])CCO[Si](C)(C)C(C)(C)C (S)-3-allyl-3-(2-((tert-butyldimethylsilyl)oxy)ethyl)-4-hydroxypyrrolidine-1,2-dicarboxylate